2-(4-Methoxy-3-(deuteromethyl)benzyl)-1,3-dimethyl-5-nitrobenzene COC1=C(C=C(CC2=C(C=C(C=C2C)[N+](=O)[O-])C)C=C1)C[2H]